O=C1NC(CCC1C=1C=C(CN2CCN(CC2)CCNC(=O)C2=CC3=C(O2)C(C2=CC=CC=C2C3=O)=O)C=CC1)=O N-(2-(4-(3-(2,6-dioxopiperidin-3-yl)benzyl)piperazin-1-yl)ethyl)-4,9-dioxo-4,9-dihydronaphtho[2,3-b]furan-2-carboxamide